BrC1=CC=C(\C=C\2/CCC=3C=CC(=CC3C2=O)C(=O)O)C=C1 (E)-7-(4-bromobenzylidene)-8-oxo-5,6,7,8-tetrahydronaphthalene-2-carboxylic acid